FC(C=1N=C(OC1C(=O)N1[C@H](C2=C(CC1)NC=N2)C2=NN1C(C=CC=C1C)=C2)[C@@H](C)O)F (4-(difluoromethyl)-2-((R)-1-hydroxyethyl)oxazol-5-yl)((R)-4-(7-methylpyrazolo[1,5-a]pyridin-2-yl)-6,7-dihydro-1H-imidazo[4,5-c]pyridin-5(4H)-yl)methanone